5H-indeno[1,2-b]pyridine N1=C2C(=CC=C1)CC1=CC=CC=C12